C1(CC1)C=1C=C(C=C2C(=NNC12)C1=C(C(=O)N)C=CC(=C1F)F)C (7-cyclopropyl-5-methyl-1H-indazol-3-yl)-3,4-difluorobenzamide